FC1=CC(=NC=N1)O[C@@H]1C[C@@H](N(C1)CC1=CN=C(S1)NC(C)=O)C N-(5-(((2S,4R)-4-((6-fluoropyrimidin-4-yl)oxy)-2-methylpyrrolidin-1-yl)methyl)thiazol-2-yl)acetamide